(S)-2-((1-(2-(bis(3-isopropylphenyl)methylene)hydrazineyl)-1-oxopropan-2-yl)carbamoyl)-4-methoxypyridin-3-yl isobutyrate C(C(C)C)(=O)OC=1C(=NC=CC1OC)C(N[C@H](C(=O)NN=C(C1=CC(=CC=C1)C(C)C)C1=CC(=CC=C1)C(C)C)C)=O